(S)-2-(N-[4-amino-5-(4-methoxybenzoyl)thiazol-2-yl]-3,4-difluoro-anilino)propanamide NC=1N=C(SC1C(C1=CC=C(C=C1)OC)=O)N(C1=CC(=C(C=C1)F)F)[C@H](C(=O)N)C